FC(C1=CC=C(O1)CCC(=O)O)(F)F 3-(5-(trifluoromethyl)furan-2-yl)propanoic acid